tert-butyl 2-(1-tert-butoxycarbonyl-3,6-dihydro-2H-pyridin-4-yl)-4-isopropyl-3-methyl-thieno[2,3-b]pyrrole-6-carboxylate C(C)(C)(C)OC(=O)N1CCC(=CC1)C1=C(C2=C(N(C=C2C(C)C)C(=O)OC(C)(C)C)S1)C